Thiobutyrylcholine iodide [I-].C(CCC)(=S)OCC[N+](C)(C)C